CCCCCCCCC(CCCCCCCC)C(C(=O)OC1(CCC(CC1)(C)C)CC)CCCCCCN(CCCCCCCC(OC(CC)CCCCCCCC)=O)CCCNC1=C(C(C1=O)=O)NC dimethyl-ethyl-cyclohexanol heptadecan-9-yl-8-((3-((2-(methylamino)-3,4-dioxocyclobut-1-en-1-yl)amino)propyl)(8-oxo-8-(undecan-3-yloxy)octyl)amino)octanoate